9,4b-(epiminoethano)phenanthren-4-ol C1=CC=C(C=2C34CC=CC=C3C(=CC12)NCC4)O